(S)-2-(((S)-3-(3-chloro-5-methylphenyl)-3-(4-methylpiperazin-1-yl)propyl)(methyl)amino)-2-(4-fluoro-3-methyl-2-(1-(2,2,2-trifluoroethyl)piperidin-4-yl)phenyl)acetic acid ClC=1C=C(C=C(C1)C)[C@H](CCN([C@H](C(=O)O)C1=C(C(=C(C=C1)F)C)C1CCN(CC1)CC(F)(F)F)C)N1CCN(CC1)C